F[C@@H]1[C@H]2CC[C@@H](C[C@@H]1N(C=1N=CC(=NC1)C1=C(C=C(C=C1)C=1C=NN(C1)CCO)O)C)N2 2-(5-{[(1R,2R,3S,5S)-2-fluoro-8-azabicyclo[3.2.1]octan-3-yl](methyl)amino}pyrazin-2-yl)-5-[1-(2-hydroxyethyl)-1H-pyrazol-4-yl]phenol